CN1[C@@H](C[C@@H](C1)NC1=NC=CC2=CC=C(C=C12)C1=NOC(=N1)C)C(=O)OC methyl (2S,4S)-1-methyl-4-[[7-(5-methyl-1,2,4-oxadiazol-3-yl)-1-isoquinolyl]-amino]pyrrolidine-2-carboxylate